2-((6-Methylpyridin-2-yl)amino)oxazole-5-carboxylic acid Ethyl-2-bromooxazole-5-carboxylate C(C)OC(=O)C1=CN=C(O1)Br.CC1=CC=CC(=N1)NC=1OC(=CN1)C(=O)O